1-(aminomethyl)-3,3-difluorocyclobutane-1-carboxamide hydrochloride Cl.NCC1(CC(C1)(F)F)C(=O)N